FC(C=1C=C(C=CC1)[Mg]Br)(F)F (3-(trifluoromethyl)phenyl)magnesium bromide